N1C(NC2=C1C=CC(=C2)NC2=NC(=NC=C2F)NC=2C=CC(=NC2)C2CNCCO2)=O N4-(benzimidazolin-2-one-5-yl)-N2-((2-morpholinyl)pyridin-5-yl)-5-fluoropyrimidine-2,4-diamine